C1(CCN1)=O propan-lactam